NC=1C=C2C(NC(C2=CC1)=O)=O 5-amino-1H-isoindole-1,3(2H)-dione